FC=1C=CC2=C([C@@H](CO2)CC(=O)NC2=CC=C(C=C2)[C@@H]2C=3N(CCC2)C=NC3C)C1 2-((S)-5-fluoro-2,3-dihydrobenzofuran-3-yl)-N-(4-((R)-1-methyl-5,6,7,8-tetrahydroimidazo[1,5-a]pyridin-8-yl)phenyl)acetamide